BrC=1C=CC=C2C1NC1=C2CC(NC2=C1C=CC=C2)=O 11-bromo-7,12-dihydro-indolo[3,2-d][1]-benzazepin-6(5H)-one